FC1CCN(CC1)CCN(C(=O)C1=C(C2=C(S1)C=CC(=C2)C2=CN(C(C=C2)=O)C)C)CCC(=O)NC N-(2-(4-fluoropiperidin-1-yl)ethyl)-3-methyl-5-(1-methyl-6-oxo-1,6-dihydropyridin-3-yl)-N-(3-(methylamino)-3-oxopropyl)benzo[b]thiophene-2-carboxamide